N1=C(CC=C1)N1C=2C(CCC1)C=NC2 3H-pyrrolyl-tetrahydro-1H-pyrrolo[3,4-b]pyridine